1-(7-(4-amino-1,3,5-triazin-2-yl)-5-chloro-2H-spiro[benzofuran-3,3'-morpholin]-4'-yl)prop-2-en-1-one NC1=NC(=NC=N1)C1=CC(=CC2=C1OCC21N(CCOC1)C(C=C)=O)Cl